3,8-dibromo-1,10-phenanthroline-5,6-dione BrC=1C=NC=2C3=NC=C(C=C3C(C(C2C1)=O)=O)Br